CN(C)CCCCCCCCCCCCCCCCCCCC N,N-dimethyl-eicosylamine